C=1(C(=CC(=CC1)CN)CN)CN 1,2,4-benzenetrimethylamine